tert-butyl (17-((2-(2,6-dioxopiperidin-3-yl)-1,3-dioxoisoindolin-5-yl)oxy)-3,6,9,12,15-pentaoxaheptadecyl)(methyl)carbamate O=C1NC(CCC1N1C(C2=CC=C(C=C2C1=O)OCCOCCOCCOCCOCCOCCN(C(OC(C)(C)C)=O)C)=O)=O